OCCCC1=C2CN(C(C2=CC=C1)=O)C1C(NC(CC1)=O)=O 3-[4-(3-hydroxypropyl)-1-oxo-2,3-dihydro-1H-isoindol-2-yl]piperidine-2,6-dione